C(N)(OCC(C(C(=O)N)O)OC(N)=O)=O (4-amino-3-hydroxy-4-oxobut-1,2-diyl) dicarbamate